CCOC(C)OCC diethoxyethane